FC1=C(C=C(C(=C1)C=1C=NNC1)F)N1CCC(CC1)CN1C(CCC1)=O 1-((1-(2,5-difluoro-4-(1H-pyrazol-4-yl)phenyl)piperidin-4-yl)methyl)pyrrolidin-2-one